NC=1N=NC(=CC1C1=CC=C(C=C1)C=1C=NN(C1)C(C(=O)OCC)C(C)C)Cl ethyl 2-(4-(4-(3-amino-6-chloropyridazin-4-yl)phenyl)-1H-pyrazol-1-yl)-3-methylbutanoate